N-{2-hydroxy-1-[4-(prop-2-yloxy)phenyl]ethyl}acetamide OCC(C1=CC=C(C=C1)OC(C)C)NC(C)=O